(4-(Azetidin-3-yl-methoxy)isoindolin-2-yl)(2-(benzyloxy)-4,6-dihydroxy-3-methylphenyl)methanone N1CC(C1)COC1=C2CN(CC2=CC=C1)C(=O)C1=C(C(=C(C=C1O)O)C)OCC1=CC=CC=C1